(R)-6-morpholino-2-(2-(thiophen-3-ylmethyl)azepan-1-yl)pyrimidin-4(3H)-one O1CCN(CC1)C1=CC(NC(=N1)N1[C@H](CCCCC1)CC1=CSC=C1)=O